FC1=CC(=C(C=C1)[C@H]1[C@H](O[C@](C1)(C(F)(F)F)C)C(=O)OCC)OC |r| ethyl rac-(2S,3S,5R)-3-(4-fluoro-2-methoxy-phenyl)-5-methyl-5-(trifluoromethyl)tetrahydrofuran-2-carboxylate